CC1(OB(OC1(C)C)C1=CC=C2C=C(N=CC2=C1)N)C 7-(4,4,5,5-tetramethyl-1,3,2-dioxaborolan-2-yl)isoquinolin-3-amine